ClC1=C(C(=CC=C1)F)NC(C1=C(C=C(C(=C1)F)NC(=O)N(CC)C1CC1)O[C@H](C(F)(F)F)C)=O (S)-N-(2-Chloro-6-fluorophenyl)-4-(3-cyclopropyl-3-ethylureido)-5-fluoro-2-((1,1,1-trifluoropropan-2-yl)oxy)benzamide